NC1=C(C=CC(=C1)OC1=CC=C(C=C1)N)C(C(F)(F)F)(C(F)(F)F)C1=CC=C(C=C1)OC1=CC=C(C=C1)N amino-2,2-bis{4-(4-aminophenoxy)phenyl}hexafluoropropane